COC(C1=C(N=C(C=C1C(CBr)=O)C=1C=NN(C1C1=C(C(=CC(=C1C#N)OC1CC1)Cl)F)C)Cl)=O 4-(2-bromoacetyl)-2-chloro-6-(5-(3-chloro-6-cyano-5-cyclopropoxy-2-fluorophenyl)-1-methyl-1H-pyrazol-4-yl)nicotinic acid methyl ester